2-[1-[2-(2,3-Dihydro-[1,4]dioxino[2,3-b]pyridin-7-yl)-6-methyl-4-oxo-chromen-8-yl]ethylamino]benzoic acid O1CCOC2=NC=C(C=C21)C=2OC1=C(C=C(C=C1C(C2)=O)C)C(C)NC2=C(C(=O)O)C=CC=C2